N1(C2=C(OCC1)N=C1C(=C2)C=CN1)C1=C(C(=O)O)C=CC(=C1)N1CC2(C1)CC(C2)N2[C@@H](CCC2)C2=C(C=CC=C2)C(C)C (S)-2-(2,3-dihydropyrrolo[3',2':5,6]pyrido[2,3-b][1,4]oxazin-1(6H)-yl)-4-(6-(2-(2-isopropylphenyl)pyrrolidin-1-yl)-2-azaspiro[3.3]heptan-2-yl)benzoic acid